C1N(CCC2=CC=CC=C12)[C@H]1[C@@H](CN(CC1)C(=O)C1=CC(=NC(=N1)SC(C)C)NC1CCN(CC1)C(C)=O)O 1-(4-((6-((3r,4r)-4-(3,4-dihydroisoquinolin-2(1H)-yl)-3-hydroxypiperidin-1-carbonyl)-2-(isopropylsulfanyl)pyrimidin-4-yl)amino)piperidin-1-yl)ethan-1-one